C[C@@H]1CC([C@@H](N1C(=O)OC)CO[C@@H]1CC[C@@H](CC1)C1=CC=CC=C1)=O methyl (2S,5R)-5-methyl-3-oxo-2-((((CIS)-4-phenylcyclohexyl)oxy)-methyl)pyrrolidine-1-carboxylate